(3-((5-chloro-2-((1-methyl-1H-pyrazol-4-yl) amino) pyrimidin-4-yl) amino) cyclohexyl) carbamate C(N)(OC1CC(CCC1)NC1=NC(=NC=C1Cl)NC=1C=NN(C1)C)=O